NC[C@H]1C[C@H]([C@H]2[C@@H]1OC(O2)(C)C)N2C=C(C1=C2N=CN=C1NCC1=CC=C(C=C1)OC)Br 7-((3aS,4R,6R,6aR)-6-(aminomethyl)-2,2-dimethyltetrahydro-4H-cyclopenta[d][1,3]dioxol-4-yl)-5-bromo-N-(4-methoxybenzyl)-7H-pyrrolo[2,3-d]pyrimidin-4-amine